ClCC1=NC=CN1CC1OCC1 2-(chloromethyl)-3-(oxetan-2-ylmethyl)-3H-imidazole